10-oxo-nonadecane O=C(CCCCCCCCC)CCCCCCCCC